(S,E)-3-(5-((3,5-difluorobenzyl)amino)-1H-indazol-3-yl)-1-(3-hydroxylpyrrolidin-1-yl)prop-2-en-1-one FC=1C=C(CNC=2C=C3C(=NNC3=CC2)/C=C/C(=O)N2C[C@H](CC2)O)C=C(C1)F